2-(4-chlorophenyl-sulfonylamino)-4,5-dimethoxy-N-(4-(thiomorpholine-4-sulfonyl)phenyl)benzamide ClC1=CC=C(C=C1)S(=O)(=O)NC1=C(C(=O)NC2=CC=C(C=C2)S(=O)(=O)N2CCSCC2)C=C(C(=C1)OC)OC